BrC=1C=NN(C1)C1C[C@H]2COC[C@@H](C1)N2C(=O)OC(C)(C)C tert-butyl (1R,5S,7s)-7-(4-bromo-1H-pyrazol-1-yl)-3-oxa-9-azabicyclo[3.3.1]nonane-9-carboxylate